6,7-difluoro-2-phenyl-2H-benzo[b][1,4]oxazin-3(4H)-one FC1=CC2=C(OC(C(N2)=O)C2=CC=CC=C2)C=C1F